ClC1=CC=C(CNC(NCCCCCNC(C2=CN=CC=C2)=O)=O)C=C1 N-(5-(3-(4-chlorobenzyl)ureido)pentyl)nicotinamide